The molecule is a butan-4-olide having a methylidene group at the 3-position and a 9-(2,3-dihydroxyphenyl)nonyl substituent at the 5-position. It is a butan-4-olide and a member of catechols. C=C1CC(OC1=O)CCCCCCCCCC2=C(C(=CC=C2)O)O